1-(3-chlorophenylthio)-2-propyne ClC=1C=C(C=CC1)SCC#C